COC([C@@H](NC(=O)OCC1=CC=CC=C1)COCCCNC(=O)OC(C)(C)C)=O N-((benzyloxy)carbonyl)-O-(3-((tert-butoxycarbonyl)amino)propyl)-L-serine methyl ester